C(CCCCCCCCCCCCCCCCC)OC(C=C)=O acrylic acid stearyl ester